7-bromo-2-chloro-N-cyclopentylimidazo[2,1-f][1,2,4]triazin-4-amine BrC1=CN=C2C(=NC(=NN21)Cl)NC2CCCC2